ClC=1C(=NC(=NC1)NC1=C(C=C(C=C1)N1CCC2(CC1)CCNCC2)OC(F)F)NC=2C=CC=C1CNC(C21)=O 7-((5-chloro-2-((2-(difluoromethoxy)-4-(3,9-diazaspiro[5.5]undecan-3-yl)phenyl)amino)pyrimidin-4-yl)amino)isoindolin-1-one